C1(CC1)S(=O)(=O)NC=1SC=C(N1)C(C(=O)NC1=NC=C(C=C1)C1=NC(=CN=C1)C(F)(F)F)OC 2-(2-(cyclopropanesulfonamido)thiazol-4-yl)-2-methoxy-N-(5-(6-(trifluoromethyl)pyrazin-2-yl)pyridin-2-yl)acetamide